N-(5-amino-6-methylpyridin-3-yl)-4-(4,4-dimethyl-4,5-dihydrooxazol-2-yl)benzamide NC=1C=C(C=NC1C)NC(C1=CC=C(C=C1)C=1OCC(N1)(C)C)=O